5-((3-methyloxetan-3-yl)oxy)-1,3,4-thiadiazol-2-amine CC1(COC1)OC1=NN=C(S1)N